ClC=1C=C(C#N)C=CC1CNC1=NN2C(NC(=CC2=O)CCC)=N1 3-chloro-4-[[(7-oxo-5-propyl-4H-[1,2,4]triazolo[1,5-a]pyrimidin-2-yl)amino]methyl]benzonitrile